BrC=1C=CC2=C(NC(=N2)C(=CC2=C(N(C(=C2)C)C=2OC(=C(C2C#N)C)C)C)C#N)C1 2-(3-(2-(6-bromo-1H-benzo[d]imidazol-2-yl)-2-cyanovinyl)-2,5-dimethyl-1H-pyrrol-1-yl)-4,5-dimethylfuran-3-carbonitrile